1-(6-(4-((1-Phenyl-1H-indazol-5-yl)amino)pyrido[3,2-d]pyrimidin-6-yl)-1,6-diazaspiro[3.3]heptan-1-yl)prop-2-en-1-one C1(=CC=CC=C1)N1N=CC2=CC(=CC=C12)NC=1C2=C(N=CN1)C=CC(=N2)N2CC1(CCN1C(C=C)=O)C2